(R)-4-((1R,3S)-3-(3-(5-chloropyridin-3-yl)-1-isopropyl-1H-1,2,4-triazol-5-yl)cyclopentyl)-2-ethylmorpholine ClC=1C=C(C=NC1)C1=NN(C(=N1)[C@@H]1C[C@@H](CC1)N1C[C@H](OCC1)CC)C(C)C